[Br-].C(C1=CC=CC=C1)[N+](C)(C)CC(=O)OCC N-benzyl-2-ethoxy-N,N-dimethyl-2-oxoethylammonium bromide